CC(CCC)(O)OC 1-methyl-1-methoxybutanol